2-cyclopropyl-5-(pyrazolo[1,5-a]pyridin-5-yl)-7H-pyrrolo[2,3-d]pyrimidine C1(CC1)C=1N=CC2=C(N1)NC=C2C2=CC=1N(C=C2)N=CC1